1-(4-((4-((1-(3-chlorophenyl)-3-hydroxypropyl)amino)-7-methoxyquinazolin-6-yl)oxy)piperidin-1-yl)prop-2-en-1-one ClC=1C=C(C=CC1)C(CCO)NC1=NC=NC2=CC(=C(C=C12)OC1CCN(CC1)C(C=C)=O)OC